4-[2-(4-aminopiperidin-1-yl)-6-methoxy-5-{3-methyl-3H-[1,2,3]triazolo[4,5-b]pyridin-6-yl}pyrimidin-4-yl]-2-fluorobenzonitrile NC1CCN(CC1)C1=NC(=C(C(=N1)C1=CC(=C(C#N)C=C1)F)C=1C=C2C(=NC1)N(N=N2)C)OC